Boc-1,2,5,6-tetrakis-methyl-phenoxide C(=O)(OC(C)(C)C)C=1C(C([O-])(C(=C(C1)C)C)C)C